2-amino-6-methoxy-benzoic acid NC1=C(C(=O)O)C(=CC=C1)OC